(tert-butoxycarbonyl)-D-threonine C(C)(C)(C)OC(=O)N[C@H]([C@@H](O)C)C(=O)O